(S)-N-[(1R)-1-(4-bromophenyl)-2,2,2-trifluoro-ethyl]-N,2-dimethyl-propane-2-sulfinamide BrC1=CC=C(C=C1)[C@H](C(F)(F)F)N([S@@](=O)C(C)(C)C)C